C(C)(C)(C)OC(=O)N[C@@H]([C@H](C(=O)OC)CC1C(C1)CNC(=O)OC(C)(C)C)C Methyl (2R,3R)-3-((tert-butoxycarbonyl)amino)-2-((2-(((tert-butoxycarbonyl)amino)methyl)cyclopropyl)methyl)butanoate